C(C)(=O)OCNC([C@@H](CC1=CC=CC=C1)NC(=O)OCC1C2=CC=CC=C2C=2C=CC=CC12)=O [(2R)-2-({[(9H-fluoren-9-yl)methoxy]carbonyl}amino)-3-phenylpropanamido]methyl acetate